6-[8-(1,3-benzothiazol-2-ylcarbamoyl)-3,4-dihydro-1H-isoquinolin-2-yl]-3-[3-[4-[3-[4-(2,6-dioxo-3-piperidyl)anilino]-3-oxo-propyl]phenoxy]-2-methyl-phenyl]pyridine-2-carboxylic acid S1C(=NC2=C1C=CC=C2)NC(=O)C=2C=CC=C1CCN(CC21)C2=CC=C(C(=N2)C(=O)O)C2=C(C(=CC=C2)OC2=CC=C(C=C2)CCC(=O)NC2=CC=C(C=C2)C2C(NC(CC2)=O)=O)C